NC=1NC(C=2N(C(N(C2N1)[C@@H]1O[C@@H](C[C@H]1O)CO)=O)CC(F)(F)F)=O 2-Amino-9-((2R,3R,5S)-3-hydroxy-5-(hydroxymethyl)tetrahydrofuran-2-yl)-7-(2,2,2-trifluoroethyl)-7,9-dihydro-1H-purin-6,8-dion